ClC1=CC(=NC(=N1)CF)NC(=O)[C@@H]1[C@H](C1)C1=NC=CC(=N1)C |o1:12,13| (1S*,2S*)-N-(6-chloro-2-(fluoromethyl)pyrimidin-4-yl)-2-(4-methylpyrimidin-2-yl)cyclopropane-1-carboxamide